(3-(6-fluoro-1H-benzo[d]imidazol-2-yl)-1H-indazol-5-yl)(4-(4-methylpiperazin-1-yl)piperidin-1-yl)methanone FC=1C=CC2=C(NC(=N2)C2=NNC3=CC=C(C=C23)C(=O)N2CCC(CC2)N2CCN(CC2)C)C1